[1-(2-methoxyethyl)hexahydropyridin-4-yl]methanol COCCN1CCC(CC1)CO